(S,S) or (R,S)-2-fluoro-N'-((1,2,3,5,6,7-hexahydro-s-indacen-4-yl)carbamoyl)-4-(pyrrolidin-3-yl)benzenesulfonimidamide FC1=C(C=CC(=C1)[C@H]1CNCC1)[S@](=O)(N)=NC(NC1=C2CCCC2=CC=2CCCC12)=O |o1:12|